OC=1C=C(CNC(CCCCCCC(C)C)=O)C=C(C1O)OC N-(3,4-dihydroxyl-5-methoxybenzyl)-8-methylnonanamide